(2R,3S,4S)-2-(4-(4-(difluoromethyl)thiophen-2-yl)benzyl)-4-hydroxypyrrolidin-3-yl (3-fluorobenzyl)carbamate FC=1C=C(CNC(O[C@H]2[C@H](NC[C@@H]2O)CC2=CC=C(C=C2)C=2SC=C(C2)C(F)F)=O)C=CC1